OC(CO)CO 2-Hydroxy-1,3-Propandiol